C(C)N1C(C(C=2C3=C(C=CC12)C=CC=C3)(C)C)C 3-ethyl-1,1,2-trimethyl-1H-benzo(E)indole